ClC1=C(C(=CC=C1)Cl)C=1N=C(NC1C)C1=CSC=C1 4-(2,6-Dichlorophenyl)-5-methyl-2-(3-thienyl)imidazole